C1(CC1)NCC(=O)N1C2CC(CC1CC2)NC=2N=C(C1=C(N2)SC=C1)NC1=NNC(=C1)C 2-(cyclopropylamino)-1-((3-exo)-3-((4-((5-methyl-1H-pyrazol-3-yl)amino)thieno[2,3-d]pyrimidin-2-yl)amino)-8-azabicyclo[3.2.1]oct-8-yl)ethan-1-one